C(C1=CC=CC=C1)OC1CC(C1)(O)C 3-(benzyl-oxy)-1-methyl-cyclobutan-1-ol